rac-N-{4-chloro-5-[(3-phenyl-1,2,4-oxadiazol-5-yl)carbonyl]-1,3-thiazol-2-yl}-N-(4-fluorophenyl)alanine ethyl ester C(C)OC([C@@H](N(C1=CC=C(C=C1)F)C=1SC(=C(N1)Cl)C(=O)C1=NC(=NO1)C1=CC=CC=C1)C)=O |r|